N1=C(C=CC=C1)C1=CC=C(C=C1)C1=C(C(=NC(=C1)N1C2=CC=C(C=C2C=2C=C(C=CC12)C1=CC=CC=C1)C1=CC=CC=C1)N1C2=CC=C(C=C2C=2C=C(C=CC12)C1=CC=CC=C1)C1=CC=CC=C1)N1C2=CC=C(C=C2C=2C=C(C=CC12)C1=CC=CC=C1)C1=CC=CC=C1 9,9',9''-(4-(4-(pyridin-2-yl)phenyl)pyridine-2,3,6-triyl)tris(3,6-diphenyl-9H-carbazole)